O.O.N(=NC(C(=O)N)(C)C)C(C(=O)N)(C)C 2,2'-Azobis(isobutyramide) dihydrate